CCCCCCCCCCCCCCCCCCC(C(=O)O)O The molecule is a long-chain fatty acid that is arachidic (icosanoic) acid substituted at position 2 by a hydroxy group. It is a 2-hydroxy fatty acid and a long-chain fatty acid. It derives from an icosanoic acid. It is a conjugate acid of a 2-hydroxyarachidate.